COC1=CC=C(C=C1)C(OC[C@H]1N(C[C@@H](C1)O)C(CCCCCNC(CCCCCCCCCCCO)=O)=O)(C1=CC=CC=C1)C1=CC=C(C=C1)OC N-[6-[(2S,4R)-2-[[bis(4-methoxyphenyl)-phenyl-methoxy]methyl]-4-hydroxyl-pyrrolidin-1-yl]-6-oxo-hexyl]-12-hydroxyl-dodecanamide